C(C)(=O)N1CC(C1)OC(C(CC(N[C@@H](C)C1=NC=C(C=C1)C(F)(F)F)=O)=C)=O.C(C)OC1=C(C=CC=C1)C1=CC=CC=2CC3=CC=CC=C3C12 4-(2-ethoxyphenyl)fluorene 1-acetylazetidin-3-yl-(S)-2-methylene-4-oxo-4-((1-(5-(trifluoromethyl)pyridin-2-yl)ethyl)amino)butanoate